6-chloro-3-[(3-ethoxyisoxazol-5-yl)-hydroxy-methylene]-5-[4-(3-hydroxycyclobutyl)phenyl]indolin-2-one ClC1=C(C=C2C(C(NC2=C1)=O)=C(O)C1=CC(=NO1)OCC)C1=CC=C(C=C1)C1CC(C1)O